7-bromo-6-[(4-oxocyclohexyl)amino]-1,3-benzothiazole-2-carbonitrile BrC1=C(C=CC=2N=C(SC21)C#N)NC2CCC(CC2)=O